N1(CCCCCCC1)CC(=O)NC1=C(C=CC=C1C)C 2-(azocan-1-yl)-N-(2,6-dimethylphenyl)acetamide